5-methyl-N-[[rac-(1R,3S)-3-[[5-(6-oxopyridazin-1-yl)-2-pyridyl]amino]cyclopentyl]methyl]isoxazole-3-carboxamide CC1=CC(=NO1)C(=O)NC[C@H]1C[C@H](CC1)NC1=NC=C(C=C1)N1N=CC=CC1=O |r|